Trans-N-[4-[5-(2-methylsulfamoylphenyl)thiazol-2-yl]cyclohexyl]carbamic acid isopropyl ester C(C)(C)OC(N[C@@H]1CC[C@H](CC1)C=1SC(=CN1)C1=C(C=CC=C1)S(NC)(=O)=O)=O